N-(5-chloro-6-((5'-chloro-4',8'-dioxo-1',3',4',8'-tetrahydrospiro[cyclopentane-1,2'-pyrido[2,1-f][1,2,4]triazin]-7'-yl)amino)pyrimidin-4-yl)cyclopropylamide hydrochloride Cl.ClC=1C(=NC=NC1NC1=CC(=C2C(NC3(NN2C1=O)CCCC3)=O)Cl)[N-]C3CC3